7-((Cyclobutylmethyl)amino)-6-fluoro-2-((piperidin-4-ylthio)methyl)quinazolin-4(3H)-one C1(CCC1)CNC1=C(C=C2C(NC(=NC2=C1)CSC1CCNCC1)=O)F